FC(C1=CC=C(C=C1)[C@]12[C@](C=3C(=NC=CC3O1)OC)([C@@H]([C@@H]([C@H]2C2=CC=CC=C2)CN(C)C)O)O)F |r| rac-(5aR,6S,7S,8R,8aS)-5a-(4-(difluoromethyl)phenyl)-7-((dimethylamino)methyl)-1-methoxy-6-phenyl-5a,6,7,8-tetrahydro-8aH-cyclopenta[4,5]furo[3,2-c]pyridine-8,8a-diol